ENDO-tert-butyl (1R,5S)-7-hydroxy-3-oxa-9-azabicyclo[3.3.1]nonane-9-carboxylate OC1C[C@H]2COC[C@@H](C1)N2C(=O)OC(C)(C)C